FC(C1=NN(C=C1C(=O)C=1C=NN2C1N=C(C=C2)N2CCN(CC2)C(=O)[O-])C2CCNCC2)F 4-(3-((3-(difluoromethyl)-1-(piperidin-4-yl)-1H-pyrazol-4-yl)carbonyl)pyrazolo[1,5-a]pyrimidine-5-yl)piperazine-1-carboxylate